ClCC(=O)NCCCNC1=NC2=CC(=C(C=C2C(=N1)N(C)C1CCN(CC1)C1CC(CCC1)(C)C)OC)OC 2-chloro-N-(3-((4-((1-(3,3-dimethylcyclohexyl)piperidin-4-yl)(methyl)amino)-6,7-dimethoxyquinazolin-2-yl)amino)propyl)acetamide